FC(C1=CC(=C(N)C(=C1)[N+](=O)[O-])[N+](=O)[O-])(F)F α,α,α-trifluoro-2,6-dinitro-p-toluidine